CC(C(=O)NS(=O)(=O)C1=CC(=CC=C1)C(F)(F)F)C 2-methyl-N-((3-(trifluoromethyl)phenyl)sulfonyl)propionamide